dimethyl 1,2-cyclohexanedicarboxylate C1(C(CCCC1)C(=O)OC)C(=O)OC